C(C)OC1=CC=C(C=N1)C1=NN2C(N=CC=C2)=C1C(=O)N[C@@H]1C(NC2=C(C(=N1)C1=CC=CC=C1)C=CC=C2F)=O 2-(6-Ethoxypyridin-3-yl)-N-[(3S)-9-fluoro-2-oxo-5-phenyl-1,3-dihydro-1,4-benzodi-azepin-3-yl]pyrazolo-[1,5-a]pyrimidine-3-carboxamide